N-(2-(hydroxymethyl)-6-methoxy-5-(2-(4-(trifluoromethyl)cyclohexyl)vinyl)pyridin-3-yl)acrylamide OCC1=NC(=C(C=C1NC(C=C)=O)C=CC1CCC(CC1)C(F)(F)F)OC